1,1',1'',1'''-((((2-hydroxypropyl)azanediyl)bis(ethane-2,1-diyl))bis(azanetriyl))tetrakis(propan-2-ol) OC(CN(CCN(CC(C)O)CC(C)O)CCN(CC(C)O)CC(C)O)C